1,3-diphenylpropanedione iron [Fe].C1(=CC=CC=C1)C(C(CC1=CC=CC=C1)=O)=O